2-amino-9-((2r,3r,4r,5r)-3,4-dihydroxy-5-(hydroxymethyl)tetrahydrofuran-2-yl)-7-(prop-2-yn-1-yl)-7,9-dihydro-8H-purin-8-one NC1=NC=C2N(C(N(C2=N1)[C@@H]1O[C@@H]([C@@H]([C@H]1O)O)CO)=O)CC#C